2-[1-(2-aminoethyl)-5-{5-chloro-2-[(oxacyclohex-4-yl)amino]pyrimidin-4-yl}-3-oxo-2,3-dihydro-1H-isoindol-2-yl]-N-[(1S,2R)-2-hydroxy-2,3-dihydro-1H-inden-1-yl]acetamide NCCC1N(C(C2=CC(=CC=C12)C1=NC(=NC=C1Cl)NC1CCOCC1)=O)CC(=O)N[C@@H]1[C@@H](CC2=CC=CC=C12)O